C1(=CC=CC=C1)S(=N)C1=CC=CC=C1 diphenyl-sulfimide